C1(CCCC1)SC=1N=CC(=NC1C)N1CCC2(CC1)CC1=CC=CC=C1[C@H]2N (3S)-1'-[5-(cyclopentylsulfanyl)-6-methylpyrazin-2-yl]-1,3-dihydrospiro[indene-2,4'-piperidin]-3-amine